ClC=1C(=C(C2=CC=CC=C2C1)O)C(=O)NC1=CC=C(C=C1)[N+](=O)[O-] chloro-1-hydroxy-4'-nitro-2-naphthanilide